C(C)(C)(C)OC(=O)N1CCCC2=NC=CC(=C12)C 8-methyl-3,4-dihydro-2H-1,5-naphthyridine-1-carboxylic acid tert-butyl ester